CCCN(CCCS(=O)(=O)O)C1=CC(=C(C=C1)N=NC2=NC=C(C=C2)Br)O 2-(5-bromo-2-pyridylazo)-5-[N-N-propyl-N-(3-sulfopropyl)amino]phenol